adipic acid, adipic acid salt C(CCCCC(=O)O)(=O)O.C(CCCCC(=O)O)(=O)O